C(C)(C)(C)OC(=O)N1CCC(CC1)C=1N=NC(=CC1OC)N 4-(6-amino-4-methoxy-pyridazin-3-yl)-piperidine-1-carboxylic acid tert-butyl ester